C1(CCCCC1)CCCOC=1C=C(C=CC1)NC1=C(C=C(C=C1)OCC=1N=NC=CC1)C N-[3-(3-cyclohexylpropoxy)phenyl]-2-methyl-4-[(pyridazin-3-yl)methoxy]aniline